7-(4,6-Dimethyloxazolo[4,5-c]pyridin-2-yl)-5-fluoro-3-((2s,4r,6r)-1,2,6-trimethylpiperidin-4-yl)cinnoline ethyl-α-cyano-3,5-dimethoxy-4-hydroxycinnamate C(C)OC(C(=CC1=CC(=C(C(=C1)OC)O)OC)C#N)=O.CC1=NC(=CC2=C1N=C(O2)C2=CC(=C1C=C(N=NC1=C2)C2C[C@@H](N([C@@H](C2)C)C)C)F)C